C(C)(C)(C)OC(=O)N1CCN(CC1)C1=NC(=NC(=C1C#N)C=1SC=CC1)SCC1=CC(=CC=C1)CC(=O)O 4-[2-(3-Carboxymethyl-benzylsulfanyl)-5-cyano-6-thiophen-2-yl-pyrimidin-4-yl]-piperazine-1-carboxylic acid tert-butyl ester